5-(7-oxa-2-azaspiro[3.5]nonan-2-yl)-2-[[2-[[rac-(2S,4S)-2,4-dimethyl-1-piperidyl]methyl]-1H-indol-6-yl]methyl]-2,7-naphthyridin-1-one C1N(CC12CCOCC2)C2=C1C=CN(C(C1=CN=C2)=O)CC2=CC=C1C=C(NC1=C2)CN2[C@H](C[C@H](CC2)C)C |r|